1-methyl-6-oxo-1,6-dihydropyridine-3-sulfonic acid ammonium salt [NH4+].CN1C=C(C=CC1=O)S(=O)(=O)[O-]